2-chloro-N-(5-cyclopropyl-1H-pyrazol-3-yl)-6-methoxy-7-(3-(pyrrolidine-1-yl)propoxy)quinazolin-4-amine ClC1=NC2=CC(=C(C=C2C(=N1)NC1=NNC(=C1)C1CC1)OC)OCCCN1CCCC1